C(C)(C)(C)OC(N(CC)[C@H](C)C1=NC=C(C(=C1)C=1N=C(C=2N(C1)N=CN2)Cl)C)=O.FC=2N=CC=NC2C#CC2=CC(=CC(=C2)OC)OC 5-fluoro-6-(3,5-dimethoxyphenylethynyl)pyrazine tert-butyl-(R)-(1-(4-(8-chloro-[1,2,4]triazolo[1,5-a]pyrazin-6-yl)-5-methylpyridin-2-yl)ethyl)(ethyl)carbamate